NC1=NC=2C=CC(=CC2C2=C1[C@@H](OC2)C)C(=O)N(CC2=NC=C(C=C2)C(F)(F)F)[C@@H](C)[C@H](C)O (3S)-4-amino-N-((2S,3S)-3-hydroxy-2-butanyl)-3-methyl-N-((5-(trifluoromethyl)-2-pyridinyl)methyl)-1,3-dihydrofuro[3,4-c]quinoline-8-carboxamide